N-(1-amino-1-oxopropan-2-yl)-2-methyl-5-((2-methylthiazol-5-yl)methoxy)benzofuran-3-carboxamide NC(C(C)NC(=O)C1=C(OC2=C1C=C(C=C2)OCC2=CN=C(S2)C)C)=O